methyl-dithiazane CSNS